C1(=CC(=CC=C1)CN)CN 1,3-benzenedimethaneamine